ClC1=CC(=C2C(=N1)N(C(=N2)C)C=2C=NN(C2)C(F)F)C(C)(C)O 2-(5-chloro-3-(1-(difluoromethyl)-1H-pyrazol-4-yl)-2-methyl-3H-imidazo[4,5-b]pyridin-7-yl)propan-2-ol